FC=1C(OC2=CC(=CC=C2C1C)O)=O 3-fluoro-7-hydroxy-4-methyl-2H-chromen-2-one